C(CCCCCCCCCCC)(=O)O.C(CCCCCCCCCCC)(=O)O.CC(=O)C acetone dilaurate